CC=1N=C(C=2N(C1)C=C(N2)C=2SC1=C(N2)SC(=C1)C1CCNCC1)C 4-(2-{6,8-dimethylimidazo[1,2-a]pyrazin-2-yl}thieno[2,3-d][1,3]thiazol-5-yl)piperidine